3-methoxy-8-((s)-2-methylpiperazin-1-yl)-3,4-dihydro-2H,6H-[1,4]thiazepino[2,3,4-ij]quinazolin-6-one COC1CN2C(N=C(C3=CC=CC(=C23)SC1)N1[C@H](CNCC1)C)=O